3-(4-((1-phenylethyl)amino)quinazolin-6-yl)furo[3,4-b]pyridin-5(7H)-one C1(=CC=CC=C1)C(C)NC1=NC=NC2=CC=C(C=C12)C=1C=C2C(=NC1)COC2=O